C[SiH](OC)CCCS[Si](SCCC[SiH](OC)C)(C)C 3,8,8,13-tetramethyl-2,14-dioxa-7,9-dithia-3,8,13-trisilapentadecane